C(C)(=O)OC1OC(CC1OC(C)=O)C(C(F)(F)F)OC(C)=O 5-(1-acetoxy-2,2,2-trifluoroethyl)tetrahydrofuran-2,3-diyl diacetate